(S)-1-(2,3-difluoro-5-hydroxybenzyl)-3,4-dimethyl-2-oxo-N-(2,4,6-trifluorobenzyl)-1,2,3,4-tetrahydroquinazoline-7-carboxamide FC1=C(CN2C(N([C@H](C3=CC=C(C=C23)C(=O)NCC2=C(C=C(C=C2F)F)F)C)C)=O)C=C(C=C1F)O